5-amino-benzoyl-hydrazine NC=1C=CC=C(C(=O)NN)C1